BrCCOC1=C(C=C(C=O)C=C1)OC 4-(2-bromoethoxy)-3-methoxybenzaldehyde